BrC=1C=NC=C(C1)SCC1=CC=C(C=C1)OC 3-bromo-5-((4-methoxybenzyl)thio)pyridine